FC=1C=C(C=C(C1)C1=NC(=NC=C1)N1CC2=CC=C(C=C2C1)N1CCN(CC1)C)C#CC=1C=C2C=NNC2=CC1 5-((3-Fluoro-5-(2-(5-(4-methylpiperazin-1-yl)isoindolin-2-yl)pyrimidin-4-yl)phenyl)ethynyl)-1H-indazole